CNC1=CC2=CC=CC=C2C=C1 N-methylnaphthalen-2-amine